C1(CCCCC1)C1=CC=C(C=C1)B1OC(C(O1)(C)C)(C)C 2-(4-cyclohexylphenyl)-4,4,5,5-tetramethyl-1,3,2-dioxaborolane